C(C1=CC=CC=C1)OC1=NC(=CC=C1[S@](=O)(=NC(=O)OC(C)(C)C)N1[C@@H](CCC1)C(=O)OC)C Methyl ((S)-2-(benzyloxy)-N-(tert-butoxycarbonyl)-6-methylpyridine-3-sulfonimidoyl)-L-prolinate